FCC12OCC(C1)(C2)N2N=C1N=CC(=CC1=C2)C(=O)N (1-(fluoromethyl)-2-oxabicyclo[2.1.1]hexan-4-yl)-2H-pyrazolo[3,4-b]pyridine-5-carboxamide